[Ti].[Al] ALUMINIUM-TITANIUM